2-(diphenylphosphono)-1,4-benzenediol C1(=CC=CC=C1)OP(=O)(OC1=CC=CC=C1)C1=C(C=CC(=C1)O)O